BrC=1N=C(C=2N(C1)C=CN2)N(C(OC(C)(C)C)=O)C2=CC(=C(C=C2)N2CCN(CC2)C2COC2)OCCOC2OCCCC2 tert-butyl (6-bromoimidazo[1,2-a]pyrazin-8-yl)(4-(4-(oxetan-3-yl)piperazin-1-yl)-3-(2-((tetrahydro-2H-pyran-2-yl)oxy)ethoxy)phenyl)carbamate